(S)-4-((2-cyanophenyl)thio)-6-(6-(2-(hydroxymethyl)morpholino)pyridin-3-yl)pyrazolo[1,5-a]pyridine-3-carbonitrile C(#N)C1=C(C=CC=C1)SC=1C=2N(C=C(C1)C=1C=NC(=CC1)N1C[C@H](OCC1)CO)N=CC2C#N